2-(2-((5-(1-aminoisoquinolin-7-yl)-1-(tetrahydrofuran-3-yl)-1H-indazol-3-yl)methoxy)phenyl)acetic acid NC1=NC=CC2=CC=C(C=C12)C=1C=C2C(=NN(C2=CC1)C1COCC1)COC1=C(C=CC=C1)CC(=O)O